BrC=1C(=NC=CC1)C(=O)NC1CC1 bromo-N-cyclopropylpyridinamide